BrC1=CN=C2N1C=C(N=C2C)C(=O)N2CCCC1=CC(=CC=C21)F (3-bromo-8-methyl-imidazo[1,2-a]pyrazin-6-yl)-(6-fluoro-3,4-dihydro-2H-quinolin-1-yl)methanone